(1-methyl-4-(5-nitropyridin-2-yl)-1H-1,2,3-triazol-5-yl)methanol CN1N=NC(=C1CO)C1=NC=C(C=C1)[N+](=O)[O-]